1-(6-(6-Methoxypyridin-3-yl)chinolin-2-yl)piperidin COC1=CC=C(C=N1)C=1C=C2C=CC(=NC2=CC1)N1CCCCC1